(R)-4-(2-Fluoropyridin-4-yl)-2-methyl-N-((R)-1-(3-methylimidazo[1,2-a]pyridin-5-yl)ethyl)piperazine-1-carboxamide FC1=NC=CC(=C1)N1C[C@H](N(CC1)C(=O)N[C@H](C)C1=CC=CC=2N1C(=CN2)C)C